tert-butyl N-((((di-tert-butoxyphosphoryl)oxy)methoxy)carbonyl)-N-(2-hydroxyethyl)-L-alaninate C(C)(C)(C)OP(=O)(OC(C)(C)C)OCOC(=O)N([C@@H](C)C(=O)OC(C)(C)C)CCO